ClC=1C=C(C=CC1F)N(C(=O)[C@H]1N(C[C@H](C1)C#N)C(=O)OC(C)(C)C)C(C)C tert-butyl (2S,4S)-2-[(3-chloro-4-fluorophenyl) (propan-2-yl) carbamoyl]4-cyanopyrrolidine-1-carboxylate